5-(4-t-butylphenyl)-1,3,4-oxadiazol C(C)(C)(C)C1=CC=C(C=C1)C1=NN=CO1